CN(C1(CCC2(CNC(N2)=O)CC1)C1=CC(=CC=C1)F)C 8-(dimethylamino)-8-(3-fluorophenyl)-1,3-diazaspiro[4.5]Decan-2-one